ClC=1C(=C=C=C2C(C(C12)O)(F)F)OC=1C=C(C(=O)N)C=C(C1)F 3-(5-chloro-8,8-difluoro-7-hydroxybicyclo[4.2.0]oct-1,3,5-triene-2-enyloxy)-5-fluorobenzamide